O1N=C(C=N1)CN1C(CN(CC1)C1=NC(=NC=C1)C1=CN=C2N1C=C(C=C2)C(F)(F)F)C=2C=NNC2 4-{4-[(1,2,5-oxadiazol-3-yl)methyl]-3-(1H-pyrazol-4-yl)piperazin-1-yl}-2-[6-(trifluoromethyl)imidazo[1,2-a]pyridin-3-yl]pyrimidine